(2S,3R,4S,5S)-5-(4-nitrophenyl)-2,4-dimethyl-4-nitro-3-phenylpyrrolidine-2-carboxylic acid methyl ester COC(=O)[C@]1(N[C@H]([C@]([C@@H]1C1=CC=CC=C1)([N+](=O)[O-])C)C1=CC=C(C=C1)[N+](=O)[O-])C